2-(2-naphthyl)-2-methyl-4-acetoxy-5-amino-3(2H)-furanone C1=C(C=CC2=CC=CC=C12)C1(OC(=C(C1=O)OC(C)=O)N)C